N-[(2S)-1-{4-[2-methyl-5-(1,2-oxazol-5-yl)benzenesulfonyl]piperazin-1-yl}propan-2-yl]-8-(trifluoromethyl)quinazolin-4-amine CC1=C(C=C(C=C1)C1=CC=NO1)S(=O)(=O)N1CCN(CC1)C[C@H](C)NC1=NC=NC2=C(C=CC=C12)C(F)(F)F